(S)-N-((S)-(5-fluoro-2-(methoxymethoxy)phenyl)(1-(phenylsulfonyl)-1H-indol-2-yl)methyl)-2-methylpropane-2-sulfinamide FC=1C=CC(=C(C1)[C@H](N[S@@](=O)C(C)(C)C)C=1N(C2=CC=CC=C2C1)S(=O)(=O)C1=CC=CC=C1)OCOC